N=1N=C(NC1)CNC(=O)C=1C(=C2C(=NC1)OC1=C(O2)C=C(C=C1)C#N)NC(C)C N-((4H-1,2,4-triazol-3-yl)methyl)-7-cyano-4-(isopropylamino)benzo[5,6][1,4]dioxino[2,3-b]pyridine-3-carboxamide